4-(((1R,4r)-4-(4-((R)-3-((2,5,7-trimethyl-[1,2,4]triazolo[1,5-a]pyrimidin-6-yl)oxy)pyrrolidin-1-yl)phenyl)cyclohexyl)methyl)morpholine CC1=NN2C(N=C(C(=C2C)O[C@H]2CN(CC2)C2=CC=C(C=C2)C2CCC(CC2)CN2CCOCC2)C)=N1